ClC1=CC(=C(OCC[C@H](NC([C@@H](COC)NC(=O)C2=NC=CN=C2)=O)B(O)O)C=C1)C ((R)-3-(4-chloro-2-methylphenoxy)-1-((R)-3-methoxy-2-(pyrazine-2-carboxamido)propanamido)propyl)boronic acid